FC=1C=C2CCC(C2=CC1)C(=O)OC methyl 5-fluoroindane-1-carboxylate